C(\C=C\C(=O)[O-])(=O)OCCCCCCCCCCCCCCCCCC.[Na+] sodium stearyl fumarate